C(#N)C=1C=C(CN2CC=3C(N(C=4N(C3CC2)C=NC4)CC4=CC=C(C=C4)C(F)(F)F)=O)C=CC1 7-(3-cyanobenzyl)-4-(4-trifluoromethylbenzyl)-6,7,8,9-tetrahydroimidazo[1,5-a]pyrido[3,4-e]pyrimidine-5(4H)-one